OC1CC(N(C(C1)(C)C)O)(C)C 4-hydroxyl-2,2,6,6-tetramethyl-1-piperidinol